(S)-2-(3,3-difluorocyclobutyl)-5-(4-(4-isopropylpyrazolo[1,5-a]pyridin-2-yl)-1,4,6,7-tetrahydro-5H-imidazo[4,5-c]pyridin-5-yl)-1,3,4-oxadiazole FC1(CC(C1)C=1OC(=NN1)N1[C@@H](C2=C(CC1)NC=N2)C2=NN1C(C(=CC=C1)C(C)C)=C2)F